2-(3-fluoro-4-nitro-phenoxy)acetic acid ethyl ester C(C)OC(COC1=CC(=C(C=C1)[N+](=O)[O-])F)=O